ClC=1C(=C(C=C2C=C(N=CC12)NC(=O)C1C(C1C=1C=NN(C1)C)C)C=1C=NC=CC1C)F N-[8-chloro-7-fluoro-6-(4-methylpyridin-3-yl)isoquinolin-3-yl]-2-methyl-3-(1-methyl-1H-pyrazol-4-yl)cyclopropane-1-carboxamide